C1(CCCCC1)C1=CC=C(C=C1)C=1NC=2N(C(C1)=O)N=C(C2C(=O)N2CC(C2)CF)C2=NC=CC=C2 5-(4-Cyclohexylphenyl)-3-(3-(fluoromethyl)azetidine-1-carbonyl)-2-(pyridin-2-yl)pyrazolo[1,5-a]pyrimidin-7(4H)-one